CC1(CC2=C(C(N1)=O)C(=C(N2)C2=CC(=NC=C2)NC(CC2=CC=C(C=C2)F)=O)NC2=C(C=CC=C2)C)C N-{4-[6,6-Dimethyl-3-(2-methylAnilino)-4-oxo-4,5,6,7-tetrahydro-1H-pyrrolo[3,2-c]pyridin-2-yl]pyridin-2-yl}-2-(4-fluorophenyl)acetamid